[Si](C)(C)(C(C)(C)C)OC1=CC(=C(C=C1)\N=C(/N)\C1=C(C=2N(N=C1)C=C(C2)C2=CC=CC=C2)NC2COC(C2)=O)CC (Z)-N'-(4-((tert-butyldimethylsilyl)oxy)-2-ethylphenyl)-4-((5-oxotetrahydrofuran-3-yl)amino)-6-phenylpyrrolo[1,2-b]pyridazine-3-carboximidamide